N-(2-chloro-3-fluorophenyl)-4-[({3-[(oxetan-3-yl)methoxy]pyridin-4-yl}methyl)amino]-2-oxo-1,2,5,6-tetrahydropyridine-3-carbothioamide ClC1=C(C=CC=C1F)NC(=S)C=1C(NCCC1NCC1=C(C=NC=C1)OCC1COC1)=O